FC=1C=C(CC=2C=NC=3CCN(CC3C2)C(=O)OC(C)(C)C)C=CC1 Tert-butyl 3-(3-fluorobenzyl)-7,8-dihydro-1,6-naphthyridine-6(5H)-carboxylate